(3R,8R)-N-(3-cyano-4-fluorophenyl)-11,11-difluoro-8-hydroxy-3-methyl-3,4,8,9,10,11-hexahydro-1H-pyrido[4',3':3,4]pyrazolo[1,5-a]azepine-2(7H)-carboxamide C(#N)C=1C=C(C=CC1F)NC(=O)N1CC=2C(=NN3C2C(CC[C@H](C3)O)(F)F)C[C@H]1C